OC1=C(C(=O)[O-])C=CC=C1 2-hydroxybenzoate